1-(3-(2-hydroxyethoxy)phenyl)ethanone OCCOC=1C=C(C=CC1)C(C)=O